benzo[d][1,3]dioxol-4-yl-(2-methyl-3-phenyl-2,4,5,7-tetrahydro-6H-pyrazolo[3,4-c]pyridin-6-yl)methanone O1COC2=C1C=CC=C2C(=O)N2CC=1C(CC2)=C(N(N1)C)C1=CC=CC=C1